N-phenyl-phenylsulphonamide C1(=CC=CC=C1)NS(=O)(=O)C1=CC=CC=C1